C(C)(C)(C)N1C(N(C2=CC=3C(=NN=C(C3C=C21)N[C@H](C)C2=C(C(=CC=C2)C(CO)(F)F)C)C)C)=O 3-tert-butyl-1,8-dimethyl-5-[[(1R)-1-[3-(1,1-difluoro-2-hydroxy-ethyl)-2-methyl-phenyl]ethyl]amino]imidazo[4,5-g]phthalazin-2-one